ClC=1C(=C(C=C(C1)C(F)(F)F)O)C=1N=NC(=CC1)S[C@H]1CNCCC1 (R)-3-Chloro-2-(6-(piperidin-3-ylthio)pyridazin-3-yl)-5-(trifluoromethyl)phenol